C(C)(C)(C)C1=C(C(=CC=C1)C(C)(C)C)N=CC=NC1=C(C=CC=C1C(C)(C)C)C(C)(C)C 1,2-bis(2,6-di-tert-butylphenylimino)ethane